NC1=CC=C(C=C1)C1=CC=C(C=C1)C=1N=NN(C1)C=1C=C2C=CC(OC2=CC1N(CC)CC)=O 6-(4-(4'-amino-[1,1'-biphenyl]-4-yl)-1H-1,2,3-triazol-1-yl)-7-(diethylamino)-2-oxo-2H-chromene